3-(4-((3aR,6aR)-hexahydropyrrolo[3,2-b]pyrrol-1(2H)-yl)phenyl)piperidine-2,6-dione N1([C@H]2[C@@H](CC1)NCC2)C2=CC=C(C=C2)C2C(NC(CC2)=O)=O